2-Methyl-7-(1-((tetrahydro-2H-pyran-4-yl)methyl)piperidin-3-yl)pyrazolo[1,5-a]pyrimidin CC1=NN2C(N=CC=C2C2CN(CCC2)CC2CCOCC2)=C1